[I-].C[S+](CC[C@H](C(NC1=CC=CC=C1)=O)NC(OC(C)(C)C)=O)C Tert-butyl N-[(1R)-3-(dimethylsulfaniumyl)-1-(phenylcarbamoyl)propyl]carbamate iodide